N,N-bis[2-(carboxylmethyl)thioethyl]amine C(=O)(O)CSCCNCCSCC(=O)O